ClC1=CC=C(N=N1)C(=O)N1C[C@@H]2[C@H](C1)CC(C2)OC2=C(C#N)C=CC=C2 (((3Ar,5R,6aS)-2-(6-chloropyridazine-3-carbonyl)hexahydrocyclopenta[c]pyrrole-5-yl)oxy)benzonitrile